OC[C@@H](C)NC(=O)C=1C=NC(=C(C1)C1=NN(C=C1)C)OC1=CC=C(C=C1)OC(F)(F)F N-[(2R)-1-hydroxypropan-2-yl]-5-(1-methyl-1H-pyrazol-3-yl)-6-[4-(trifluoromethoxy)phenoxy]pyridine-3-carboxamide